C(N)(=O)C=1C=2N(C(=NC1NC=1C=C(OCCOCCOCCOCCNC(OCC3=CC=CC=C3)=O)C=C(C1)OC)SC)C=CN2 1-Benzyl (2-(2-(2-(2-(3-((8-carbamoyl-5-(methylthio)imidazo[1,2-c]pyrimidin-7-yl)amino)-5-methoxyphenoxy)ethoxy)ethoxy)ethoxy)ethyl)carbamate